N(=C=S)C=1C=C(C(=CC1)C=CC=1C(=CC(=CC1)N=C=S)S(=O)(=O)O)S(=O)(=O)O 4,4'-diisothiocyanostilbene-2,2'-disulphonic acid